CN(\C=C\C(CCCCCCCCC)=O)C (1E)-1-(dimethylamino)dodec-1-en-3-one